phenyl-4,5-dihydroisoxazole-3-carboxylic acid ethyl ester C(C)OC(=O)C1=NOCC1C1=CC=CC=C1